C(C1=CC=CC=C1)N1C(CCC1C(=O)OC)C(=O)OC dimethyl 1-benzylpyrrolidine-2,5-dicarboxylate